BrCC1=CC=C(C=N1)C=1OC(=NN1)C(F)F 2-(6-(Bromomethyl)pyridin-3-yl)-5-(difluoromethyl)-1,3,4-oxadiazole